COC(C1=CC(C(=O)OC)=CC(=C1)S(=O)(=O)O)=O.[Na] sodium dimethyl-5-sulfoisophthalate